(R)-1-((6-fluoro-2-(2-methoxy-7-methylquinoxalin-5-yl)thiazolo[5,4-b]pyridin-5-yl)oxy)propan-2-yl (5-fluoropyridin-3-yl)carbamate FC=1C=C(C=NC1)NC(O[C@@H](COC1=C(C=C2C(=N1)SC(=N2)C2=C1N=CC(=NC1=CC(=C2)C)OC)F)C)=O